[N+](=O)([O-])C=1C=NN(C1)C(C)C1=NN=NN1 5-[1-(4-nitropyrazol-1-yl)ethyl]-1H-tetrazole